FC(C(=O)O)(F)F.N1=CC(=C2N1CCNC2)C(=O)OC Methyl 4,5,6,7-tetrahydropyrazolo[1,5-a]pyrazine-3-carboxylate trifluoroacetate